C(C)N(CC)C=C[C@H](CCC=C(C)C)C (3S)-N,N-diethyl-3,7-dimethyl-1,6-octadienylamine